4-fluoro-(1-(2-fluorobenzyl))piperidine FC1CCN(CC1)CC1=C(C=CC=C1)F